OCCCCOCCN1C(C(=CC=C1)CN1C(NC(CC1)=O)=O)=O 1-((1-(2-(4-hydroxybutoxy)ethyl)-2-oxo-1,2-dihydropyridin-3-yl)methyl)dihydropyrimidine-2,4(1H,3H)-dione